NC1=CC(=C(C=C1)[C@@H]1COCCCN1C1=NC(=NC(=C1)C)N)Cl |r| (±)-4-[3-(4-amino-2-chloro-phenyl)-1,4-oxazepan-4-yl]-6-methyl-pyrimidin-2-amine